CC1(OC(CC(C1)C1=NNC=C1C#N)(C)C)C (2,2,6,6-tetramethyltetrahydropyran-4-yl)pyrazole-4-carbonitrile